N1(CC1)CCC(=O)O.N1(CC1)CCC(=O)O.N1(CC1)CCC(=O)O.C(O)C(CO)(CO)CO tetramethylolmethane tris(beta-aziridinylpropionate)